[3-[4-[1-(1H-Tetrazol-5-yl)cyclopropyl]phenyl]azetidin-1-yl]-[(3S)-3-(1H-1,2,4-triazol-5-yl)pyrrolidin-1-yl]methanone N1N=NN=C1C1(CC1)C1=CC=C(C=C1)C1CN(C1)C(=O)N1C[C@H](CC1)C1=NC=NN1